CN1N=CC2=CC=C(C=C12)C=1CCN(CC1)C(=O)OC(C)(C)C tert-butyl 4-(1-methyl-1H-indazol-6-yl)-3,6-dihydropyridine-1(2H)-carboxylate